N-(4-((6-cyclopropoxy-2-(1,1-difluoroethyl)pyrimidin-4-yl)amino)-5-((1r,3r)-3-fluorocyclobutoxy)pyridin-2-yl)acetamide C1(CC1)OC1=CC(=NC(=N1)C(C)(F)F)NC1=CC(=NC=C1OC1CC(C1)F)NC(C)=O